2-{[2'-(cyclopropylsulfonyl)-2',3'-dihydro-1'H-spiro[cyclopropane-1,4'-isoquinolin]-7'-yl]amino}-6-(2,6-dichlorophenyl)imidazo[1,2-a]pyrimido[5,4-e]pyrimidin-5(6H)-one C1(CC1)S(=O)(=O)N1CC2=CC(=CC=C2C2(C1)CC2)NC=2N=CC=1C(N(C=3N(C1N2)C=CN3)C3=C(C=CC=C3Cl)Cl)=O